CN1CC=NC2=CC(=C(C=C12)C)C 1,6,7-trimethylquinoxalin